Hexaynoic acid C(C#CCCC)(=O)O